OC(=O)C(F)(F)F.N1CC(C1)C(=O)OCC1=CC=CC=C1 benzyl azetidine-3-carboxylate TFA salt